2-(ethoxymethyl)-7-[4-[[ethyl(methyl)amino]methyl]phenyl]sulfanyl-6-methyl-1H-imidazo[4,5-c]pyridin-4-amine C(C)OCC=1NC2=C(C(=NC(=C2SC2=CC=C(C=C2)CN(C)CC)C)N)N1